COC1=CC(=CC=2C=C(SC21)C2=CN(C=1N=CN=CC12)C1CNCCC1)C 5-(7-methoxy-5-methylbenzothiophen-2-yl)-7-(piperidin-3-yl)-7H-pyrrolo[2,3-d]pyrimidin